(E)-(3-(4-butoxy-3-methoxyphenyl)acryloyl)-D-leucine methyl ester COC([C@H](NC(\C=C\C1=CC(=C(C=C1)OCCCC)OC)=O)CC(C)C)=O